[N+](=O)([O-])C=1C=C(C=C2C=C(NC12)C1=CC=CC=C1)CCOCCO 2-(2-(7-nitro-2-phenyl-1H-indol-5-yl)ethoxy)ethan-1-ol